(3aR,5s,6aS)-N-[6-(3,3-difluoro-1-piperidyl)pyridazin-3-yl]-2-(tetrahydropyran-4-ylmethyl)-3,3a,4,5,6,6a-hexahydro-1H-cyclopenta[c]pyrrol-5-amine FC1(CN(CCC1)C1=CC=C(N=N1)NC1C[C@@H]2[C@@H](CN(C2)CC2CCOCC2)C1)F